CC1(CN(CC[C@@H]1NC(OC(C)(C)C)=O)C(=O)[C@]12C[C@]3(C[C@](C[C@@H](C1)C3)(C2)C2=CC=CC=C2)C)C tert-butyl ((S)-3,3-dimethyl-1-((1S,3R,5R,7S)-3-methyl-5-phenyladamantane-1-carbonyl)piperidin-4-yl)carbamate